4-methyl-6-(1-methylcyclopropoxy)-2-(methylthio)pyrimidine-5-carboxylic acid ethyl ester C(C)OC(=O)C=1C(=NC(=NC1OC1(CC1)C)SC)C